C(=O)C=1C=C(C[C@H](N)C(=O)O)C=CC1O 3-formyl-L-tyrosine